FC1=C(C=CC=C1C(F)(F)F)CC(=O)NC=1C=NC(=C(C1)F)N1C=NC(=C1)[C@@H]1NCCCC1 (R)-2-(2-fluoro-3-(trifluoromethyl)phenyl)-N-(5-fluoro-6-(4-(piperidin-2-yl)-1H-imidazol-1-yl)pyridin-3-yl)acetamide